N1CC(C1)COC1=CC2=C(N=C(S2)C(CC=2C=C(C(=N)N)C=CC2)NS(=O)(=O)C2=CC=CC=C2)C=C1 3-[2-[6-(azetidin-3-ylmethoxy)-1,3-benzothiazol-2-yl]-2-(benzenesulfonamido)ethyl]benzamidine